BrC=1C=CC(=NC1C)C(=O)O 5-bromo-6-methylpyridinecarboxylic acid